(P)-3-chloro-4-((3,5-difluoropyridin-2-yl)methoxy-d)-2'-(2-(2-hydroxypropan-2-yl)pyrimidin-4-yl)-5',6-dimethyl-2H-[1,4'-bipyridin]-2-one ClC=1C(N(C(=CC1OC([2H])C1=NC=C(C=C1F)F)C)C1=CC(=NC=C1C)C1=NC(=NC=C1)C(C)(C)O)=O